SC(C(C)O)C 3-mercapto-2-butanol